C[Si](OCC1=CC=C(C=C1)OCC1OC1)(OCC1=CC=C(C=C1)OCC1OC1)C dimethylbis(4-(oxiran-2-ylmethoxy)benzyloxy)silane